1-(cyclobutyl-methyl)-8-dimethylamino-8-phenyl-3-[(4-methoxyphenyl)-methyl]-1,3-diazaspiro[4.5]decan-2-one C1(CCC1)CN1C(N(CC12CCC(CC2)(C2=CC=CC=C2)N(C)C)CC2=CC=C(C=C2)OC)=O